N-(4-Methoxyphenylmethyl)glycin COC1=CC=C(C=C1)CNCC(=O)O